FC1=C2C3=C(C(OC2=CC(=C1)O)=O)C=C(C=C3)OC 1-fluoro-3-hydroxy-8-methoxy-6H-benzo[c]chromen-6-one